C(C)(C)(C)OC(=O)N1CC(C1)NC1=C2C=C(N=CC2=CC(=C1)Cl)N.C1(CC2C(CC1)O2)CC[Si](OCC)(OCC)C [2-(3,4-epoxycyclohexyl)ethyl](methyl)diethoxysilane tert-Butyl-3-[(3-amino-7-chloro-5-isoquinolyl)amino]azetidine-1-carboxylate